1-PYRIDIN-4-YL-1-TOSYLMETHYL ISOCYANIDE N1=CC=C(C=C1)C(S(=O)(=O)C1=CC=C(C)C=C1)[N+]#[C-]